(S)-4-((2,6-dimethylpyridin-3-yl)oxy)-N-(7-((3-hydroxyoxetan-3-yl)ethynyl)-5-methyl-4-oxo-2,3,4,5-tetrahydrobenzo[b][1,4]oxazepin-3-yl)pyridineamide CC1=NC(=CC=C1OC1=CC(=NC=C1)C(=O)N[C@@H]1C(N(C2=C(OC1)C=CC(=C2)C#CC2(COC2)O)C)=O)C